N-((3s,5s)-1-((3s,4r)-1-(tert-butyl)-4-(4-chloro-2-fluorophenyl)pyrrolidin-3-carbonyl)-5-(morpholin-4-carbonyl)pyrrolidin-3-yl)-N-((1s,4r)-4-methylcyclohexyl)trimethylacetamide C(C)(C)(C)N1C[C@H]([C@@H](C1)C1=C(C=C(C=C1)Cl)F)C(=O)N1C[C@H](C[C@H]1C(=O)N1CCOCC1)N(C(C(C)(C)C)=O)C1CCC(CC1)C